[4-(3-butylhept-2-enoxy)-4-oxo-butyl]ammonium C(CCC)C(=CCOC(CCC[NH3+])=O)CCCC